N1=CC=CC2=C1CCCN2 pyridopiperidine